N-heptyl-4-aminobenzo[B]thiophene C(CCCCCC)NC1=CC=CC=2SC=CC21